7-bromo-5,6-dihydro-4H-imidazo[4,5,1-ij]quinolin-2(1H)-one BrC1=C2CCCN3C2=C(C=C1)NC3=O